methyl (Z)-4-((tert-butoxycarbonyl)amino)but-2-enoate C(C)(C)(C)OC(=O)NC\C=C/C(=O)OC